C(CC)(=O)O.C(C)(C)(C)C(COCCO)(N)O tert-butyl-amino-diethylene glycol e-propionate